C(C)(C)(C)NCC(=O)O.BrC=1C=C(C(=O)NCC(=O)O)C=C(C1)S(=O)(=O)C1=CC(=CC(=C1)C(F)(F)F)Br (3-bromo-5-((3-bromo-5-(trifluoromethyl)phenyl)sulfonyl)benzoyl)glycine tert-butyl-glycinate